C1(=C(C=CC=C1)NC1=CC2=C(C3=C(O2)C=2C=CC=CC2C=C3)C=C1)C1=CC=CC=C1 N-([1,1'-biphenyl]-2-yl)naphtho[1,2-b]benzofuran-9-amine